CC(C)(C)C=1C=C(C=C(C1O)C(C)(C)C)C1=CC=C(C=C1)C(C)(C)C 3,4',5-tris(1,1-dimethylethyl)-[1,1'-biphenyl]-4-ol